5-[(3R,5R)-5-methyl-1-[(1-methylpyrazol-4-yl)methyl]-3-piperidinyl]quinoline-8-carbonitrile C[C@@H]1C[C@@H](CN(C1)CC=1C=NN(C1)C)C1=C2C=CC=NC2=C(C=C1)C#N